CC1=C(N=C(S1)NC(CC=1C=C(OCCOCCOCCOS(=O)(=O)C2=CC=C(C=C2)C)C=CC1)=O)C=1C=C2CCN(C2=CC1)C(C1=C(C=CC=C1)C)=O.ClC1=CC=C(CN)C=C1 4-ChlorotoluenAmin 2-(2-(2-(3-(2-((5-methyl-4-(1-(2-methylbenzoyl)indolin-5-yl)thiazol-2-yl)amino)-2-oxoethyl)phenoxy)ethoxy)ethoxy)ethyl-4-methylbenzenesulfonate